2-(6-(4-fluorobenzyl)pyridin-2-yl)-4-(quinolin-6-ylmethyl)morpholine FC1=CC=C(CC2=CC=CC(=N2)C2CN(CCO2)CC=2C=C3C=CC=NC3=CC2)C=C1